NCCC(=O)NC1=CC=C(C=C1)OC 3-amino-N-(4-methoxyphenyl)propionamide